6-chloro-2-(pyridin-2-yl)imidazole ClC1=CC=CC(=N1)C=1NC=CN1